FC1=C(C=CC=C1F)C1=C(SC(=C1)N1[C@H](COCC1)C)C1=C(C(=O)O)C=CC=C1 2-(3-(2,3-difluorophenyl)-5-((S)-3-methyl-morpholino)thiophen-2-yl)benzoic acid